Methyl (R)-2-(5-Chloro-8-hydroxy-6-((3'-(3-(3-hydroxypyrrolidin-1-yl)propoxy)-2,2'-dimethyl-[1,1'-biphenyl]-3-yl)methoxy)-3,4-dihydroisoquinolin-2(1H)-yl)acetate ClC1=C2CCN(CC2=C(C=C1OCC=1C(=C(C=CC1)C1=C(C(=CC=C1)OCCCN1C[C@@H](CC1)O)C)C)O)CC(=O)OC